ClC=1C=CC(=C(C1)C1=C2C(=NC=C1)C(=CS2)C(=O)O)OCCN2C(=NC1=CC(=C(C(=C1C2=O)C#N)N2CCN(CC2)CCC(F)(F)F)C(F)(F)F)C 7-(5-chloro-2-(2-(5-cyano-2-methyl-4-oxo-7-(trifluoromethyl)-6-(4-(3,3,3-trifluoropropyl)piperazin-1-yl)quinazolin-3(4H)-yl)ethoxy)phenyl)thieno[3,2-b]pyridine-3-carboxylic acid